ClCC=1C(=NC(=CC1)F)C1C(NC(CC1)=O)=O 3-(3-(Chloromethyl)-6-fluoropyridin-2-yl)piperidine-2,6-dione